CC1=CC=C(C=C1)S(=O)(=O)NC(=O)NC1=CC=CC=C1 N-(p-toluenesulfonyl)-N'-phenylurea